(3aR,5aS,7S)-2,2,6,6,7,8,8-heptamethyl-3,3a,4,5,5a,6,7,8-octahydro-2H-indeno[4,5-b]furan CC1(C[C@@H]2C(O1)=C1C([C@H](C([C@@H]1CC2)(C)C)C)(C)C)C